CS(=O)(=O)C=1N(C2=C(N1)C=CC(=C2)S(=O)(=O)NC2(CC2)C)C=2SC(=NN2)C 2-methanesulfonyl-3-(5-methyl-1,3,4-thiadiazol-2-yl)-N-(1-methylcyclopropyl)-1,3-benzodiazole-5-sulfonamide